[Na+].C(#N)CC(=O)[O-] cyanoacetate sodium salt